C(C)(=O)O\N=C(/C=C/C1=CC=CC=C1)\C=1SC=CC1 (1E,2E)-3-phenyl-1-(2-thienyl)prop-2-en-1-one O-acetyloxime